(2R)-2-(6-{5-chloro-2-[(2-methyl-2H-1,2,3-triazol-4-yl)amino]pyrimidin-4-yl}-1-oxo-2,3-dihydro-1H-isoindol-2-yl)-N-[(1S)-2-hydroxy-1-(3-methylphenyl)ethyl]propanamide ClC=1C(=NC(=NC1)NC1=NN(N=C1)C)C1=CC=C2CN(C(C2=C1)=O)[C@@H](C(=O)N[C@H](CO)C1=CC(=CC=C1)C)C